1-((1-(2-(4-Fluorophenyl)-2-oxoethyl)piperidin-4-yl)methyl)-3-(4-(methoxymethyl)benzyl)-1-methylurea FC1=CC=C(C=C1)C(CN1CCC(CC1)CN(C(=O)NCC1=CC=C(C=C1)COC)C)=O